C(C1=CC=CC=C1)OC(=O)N1C[C@H](CC1)N(C)C1=C2C(=C(NC2=C(C=C1F)C#N)C)C (S)-3-((7-cyano-5-fluoro-2,3-dimethyl-1H-indol-4-yl)(methyl)amino)pyrrolidine-1-carboxylic acid benzyl ester